2-methoxy-6-(2,2,2-trifluoroethyl)-6,7,8,9-tetrahydrobenzo[7]annulen-5-one COC=1C=CC2=C(CCCC(C2=O)CC(F)(F)F)C1